[Cl-].C(CCCCCCCCCCC)[N+](CCC[Si](OCC)(OCC)OCC)(C)C dodecyl-dimethyl-(3-triethoxysilylpropyl)ammonium chloride